O1C(=CC=C1C(=O)O)C(=O)O.CC1(OB(OC1(C)C)C=1C=CC(=NC1)NC(C)=O)C N-[5-(4,4,5,5-tetramethyl-1,3,2-dioxaborolan-2-yl)-2-pyridyl]acetamide 2,5-FURANDICARBOXYLATE